COC(=O)[C@@]1(NS(C2=C1C=CC=C2)(=O)=O)C (R)-3-methyl-2,3-dihydrobenzo[d]isothiazole-3-carboxylic acid methyl ester-1,1-dioxide